ClC=1C(=C(C(=O)O\N=C(\C)/N)C(=CC1)Cl)OC (Z)-N'-((3,6-dichloro-2-methoxybenzoyl)oxy)acetamidine